(R)-3-(3-chloro-4-fluorophenyl)-1-(3-hydroxypropyl)-1-(5-oxo-6,7,8,9,10,11-hexahydro-5H-cyclohepta[c]isoquinolin-11-yl)urea ClC=1C=C(C=CC1F)NC(N([C@@H]1CCCCC=2NC(C3=CC=CC=C3C21)=O)CCCO)=O